FCN1N=CC(=C1)C1=C(C=CC=C1)O [1-(fluoromethyl)-1H-pyrazol-4-yl]phenol